3-[2-(6-ethyl-2-methylpyridin-3-yl)-1,2,3,4-tetrahydroisoquinolin-5-yl]-3-(7-methoxy-1-methyl-1H-benzo[d][1,2,3]triazol-5-yl)propionic acid C(C)C1=CC=C(C(=N1)C)N1CC2=CC=CC(=C2CC1)C(CC(=O)O)C1=CC2=C(N(N=N2)C)C(=C1)OC